COC1=CC(=CC=2CCOC21)CC 1-(7-methoxy-2,3-dihydrobenzofuran-5-yl)ethane